C1(CCCC1)N1C(C(N(CC1)CC1=CC=C2C=CNC(C2=C1)=O)=O)=O 1-cyclopentyl-4-((1-oxo-1,2-dihydroisoquinolin-7-yl)methyl)piperazine-2,3-dione